(S)-1-amino-2-(1-(but-2-ynoyl)piperidin-2-yl)-4-(4-((4-chloropyridin-2-yl)carbamoyl)phenyl)-1H-imidazole-5-carboxamide NN1C(=NC(=C1C(=O)N)C1=CC=C(C=C1)C(NC1=NC=CC(=C1)Cl)=O)[C@H]1N(CCCC1)C(C#CC)=O